C1CCCC12CCC(CC2)NC(=O)C2=CC=C(C=C2)C2=CC=CC=C2 N-(spiro[4.5]decan-8-yl)-[1,1'-biphenyl]-4-carboxamide